C1(=CC=CC=C1)NC(=O)C=1N(N=CC1)CC=1SC(=CC1)C1=NOC(=N1)C(F)(F)F N-phenyl-2-[[5-[5-(trifluoromethyl)-1,2,4-oxadiazol-3-yl]-2-thienyl]methyl]pyrazole-3-carboxamide